FC1=CN=C2C(=N1)NC=C2I 3-fluoro-7-iodo-5H-pyrrolo[2,3-b]pyrazine